C\C(=C/C)\[B-](F)(F)F.[K+] potassium (2Z)-but-2-en-2-yltrifluoroboranuide